NC=1C=NN(C1N)CCCCCC 4,5-diamino-1-hexyl-pyrazole